1-(4,6-Dichloropyridin-3-yl)-2,2,2-trifluoroethan-1-ol ClC1=C(C=NC(=C1)Cl)C(C(F)(F)F)O